OC1=C2C(C(C(OC2=CC(=C1)OC)C1=CC=C(C=C1)O)OC)=O 5,4'-dihydroxy-3,7-dimethoxyflavanone